O1COC2=C1C=CC(=C2)CC(C)N(O)C N-[1-(1,3-benzodioxolan-5-yl)propan-2-yl]-N-methylhydroxylamine